(Z,E)-9,12-tetradecadien-1-yl acetate C(C)(=O)OCCCCCCCC\C=C/C\C=C\C